(1R,6S,8R)-8-(5-cyclopropyl-1,2,4-oxadiazol-3-yl)-N-{(1R,6S)-2,2-difluoro-6-[4-(propan-2-yl)piperazin-1-yl]cyclohexyl}-3-azabicyclo[4.2.0]octane-3-carboxamide C1(CC1)C1=NC(=NO1)[C@@H]1C[C@H]2CCN(C[C@@H]12)C(=O)N[C@H]1C(CCC[C@@H]1N1CCN(CC1)C(C)C)(F)F